N-(4-bromo-6-methyl-2-pyridinyl)acetamide BrC1=CC(=NC(=C1)C)NC(C)=O